FC1(C(C1)C1=CC(=NN1C)C=1C(=C(C(=CC1)O)N1CC(NS1(=O)=O)=O)F)F 5-(3-(5-(2,2-difluorocyclopropyl)-1-methyl-1H-pyrazol-3-yl)-2-fluoro-6-hydroxyphenyl)-1,2,5-thiadiazolidin-3-one 1,1-dioxide